CC1COCC(C(O1)=O)C 3,6-Dimethyl-1,4-dioxepan-5-on